Homocystine-d8 C(C([C@@](C(=O)O)(N([2H])[2H])[2H])([2H])[2H])(SSC(C[C@@H](C(=O)O)N)[2H])([2H])[2H]